(4R)-4-benzyl-3-[(2E)-3-(thien-2-yl)prop-2-enyl]-1,3-oxazolidin-2-one C(C1=CC=CC=C1)[C@H]1N(C(OC1)=O)C\C=C\C=1SC=CC1